OC(CCCCCCCC(=O)O)CCCCCCCCCCCCCCCCCCCCC 9-Hydroxy-triacontanoic acid